N1(C=NC=C1)C1=CC(=C(N)C=C1)OC 4-(1H-imidazol-1-yl)-2-methoxyaniline